6-[3-(2,4-difluoroanilino)-7,8-dihydro-5H-1,6-naphthyridin-6-yl]-4,5-dimethyl-pyridazine-3-carbonitrile FC1=C(NC=2C=NC=3CCN(CC3C2)C2=C(C(=C(N=N2)C#N)C)C)C=CC(=C1)F